BrC1=CC=C2C(N(C=NC2=C1)C1=CC=C(C=C1)Br)=O 7-bromo-3-(4-bromophenyl)-4(3H)quinazolinone